C(C)(C)(C)OC(=O)N1CCN(CC1)C1=C(C=C(C=C1)[N+](=O)[O-])I 4-(2-Iodo-4-nitrophenyl)piperazine-1-carboxylic acid tert-butyl ester